[Zn].C(=O)(O)C1=CC=C(OP2(=NP(=NP(=N2)(OC2=CC=C(C=C2)C(=O)O)OC2=CC=C(C=C2)C(=O)O)(OC2=CC=C(C=C2)C(=O)O)OC2=CC=C(C=C2)C(=O)O)OC2=CC=C(C=C2)C(=O)O)C=C1 hexa(4-carboxyphenoxy)cyclotriphosphazene zinc